(S)-N-[(S)-4-methoxy-2,3-dihydro-1H-inden-1-yl]-2-methylpropan-2-sulfinamide COC1=C2CC[C@@H](C2=CC=C1)N[S@@](=O)C(C)(C)C